2-[4-(2-chlorophenyl)-2-oxo-chromen-7-yl]oxy-N-methyl-propionamide ClC1=C(C=CC=C1)C1=CC(OC2=CC(=CC=C12)OC(C(=O)NC)C)=O